CC1=CC=CC(=N1)C1=C(N=CN1)C=1C=C2C=C(C=NC2=CC1)C(=O)O[C@@H]1CN(CC1)C [(3S)-1-methylpyrrolidin-3-yl] 6-[5-(6-methyl-2-pyridyl)-1H-imidazol-4-yl]quinoline-3-carboxylate